4-((1R,5S)-3,8-diazabicyclo[3.2.1]oct-6-en-8-yl)-7-(8-ethynyl-3-(methoxymethoxy)naphthalen-1-yl)-8-fluoro-2-((tetrahydro-1H-pyrrolizin-7a(5H)-yl)methoxy)pyrido[4,3-d]pyrimidine [C@H]12CNC[C@H](C=C1)N2C=2C1=C(N=C(N2)OCC23CCCN3CCC2)C(=C(N=C1)C1=CC(=CC2=CC=CC(=C12)C#C)OCOC)F